FC=1C(=C(C(=O)OC)C=CC1F)C methyl 3,4-difluoro-2-methyl-benzoate